C(C1=CC=CC=C1)N1C[C@@H](CC[C@@H]1C)N (3r,6s)-1-benzyl-6-methylpiperidin-3-amine